(S)-2-(4,4-Difluoroazepan-1-yl)-6-methyl-N-(3-(S-methylsulfonimidoyl)phenyl)-5-(trifluoromethyl)nicotinamide FC1(CCN(CCC1)C1=C(C(=O)NC2=CC(=CC=C2)[S@](=O)(=N)C)C=C(C(=N1)C)C(F)(F)F)F